C(C)(C)(C)OC(=O)N1CCCC=CC1 2,3,4,7-tetrahydroazepine-1-carboxylic acid tert-butyl ester